BrC=1C(=CC(=NC1)C(CC=C)O[Si](C)(C)C(C)(C)C)C 5-bromo-2-(1-((tert-butyldimethylsilyl)oxy)but-3-en-1-yl)-4-methylpyridine